2-((4-fluorophenyl)amino)-2-oxo-1-phenylethyl 6-(1-((S)-1-acetylpyrrolidin-3-yl)-1H-pyrazol-4-yl)-3-aminopyrazine-2-carboxylate C(C)(=O)N1C[C@H](CC1)N1N=CC(=C1)C1=CN=C(C(=N1)C(=O)OC(C(=O)NC1=CC=C(C=C1)F)C1=CC=CC=C1)N